N-(3-(2-hydroxypropan-2-yl)-5-(trifluoromethyl)pyrazolo[1,5-a]pyridin-2-yl)-3,3-dimethylbutanamide OC(C)(C)C=1C(=NN2C1C=C(C=C2)C(F)(F)F)NC(CC(C)(C)C)=O